2-(2,6-dioxopiperidin-3-yl)-5-((4-(piperazin-1-yl)piperidin-1-yl)methyl)isoindoline-1,3-dione O=C1NC(CCC1N1C(C2=CC=C(C=C2C1=O)CN1CCC(CC1)N1CCNCC1)=O)=O